Cl.NC1CCC(CC1)CC#N 2-[(1r,4r)-4-aminocyclohexyl]Acetonitrile hydrochloride